3-cyclopropyl-N-((1S)-((S)-3,3-difluorocyclohexyl)(6-(((5S)-2-oxo-5-(trifluoromethyl)piperidin-3-yl)methyl)imidazo[1,2-b]pyridazin-2-yl)methyl)isoxazole-4-carboxamide C1(CC1)C1=NOC=C1C(=O)N[C@H](C=1N=C2N(N=C(C=C2)CC2C(NC[C@H](C2)C(F)(F)F)=O)C1)[C@@H]1CC(CCC1)(F)F